3-(6-(4-(((tert-butoxycarbonyl)(methyl)amino)methyl)-6-(isopropyl(methyl)amino)-1-oxo-1,3-dihydro-2H-pyrrolo[3,4-c]pyridin-2-yl)pyridin-2-yl)-6,7-dihydropyrazolo[1,5-a]pyrazine C(C)(C)(C)OC(=O)N(C)CC1=NC(=CC2=C1CN(C2=O)C2=CC=CC(=N2)C=2C=NN1C2C=NCC1)N(C)C(C)C